methyl-(propyl-carbinol) CC(O)CCC